(4R)-1-methyl-1H,4H,5H,6H-cyclopenta[d]imidazol CN1C=NC2=C1CCC2